2,6-dimethylbenzylmaleimide CC1=C(CC=2C(=O)NC(C2)=O)C(=CC=C1)C